COC1=C(C=CC(=C1)N1CCN(CC1)S(=O)(=O)C)NC=O N-(2-methoxy-4-(4-(methylsulfonyl)piperazin-1-yl)phenyl)formamide